C(CCCCCCCCCCCCCCCCC)(=O)C(CCN(C)C)CC(CCCCCCCCCCCCCCCCC)=O (2,3-distearoyl-propyl)trimethylamine